C(C)[C@]1(C(OCC=2C(N3CC=4C(=NC=5C=C(C(=C6C5C4[C@H](CC6)NC(C(CO)(C)O)=O)C)F)C3=CC21)=O)=O)O N-((1S,9S)-9-ethyl-5-fluoro-9-hydroxy-4-methyl-10,13-dioxo-2,3,9,10,13,15-hexahydro-1H,12H-benzo[de]pyrano[3',4':6,7]indolizino[1,2-b]quinolin-1-yl)-2,3-dihydroxy-2-methylpropanamide